FC=1C=C2C(=CNC2=CC1F)NS(=O)(=O)CC1OCCC1 N-(5,6-difluoro-1H-indol-3-yl)-1-(tetrahydrofuran-2-yl)methanesulfonamide